C1(CCC1)CN1C(N(CC12CCC(CC2)(C2=CC=C(C=C2)O)N(C)C)CC2=CC=C(C=C2)OC)=O CIS-1-(Cyclobutyl-methyl)-8-dimethylamino-8-(4-hydroxyphenyl)-3-[(4-methoxyphenyl)-methyl]-1,3-diazaspiro[4.5]decan-2-one